ethylenediaminetetra-acetic acid sodium salt [Na+].C(CN(CC(=O)[O-])CC(=O)[O-])N(CC(=O)[O-])CC(=O)[O-].[Na+].[Na+].[Na+]